N1CC(C=2CC(C=CC12)=O)=O indole-3,5(1H)-dione